C1(=CC(=CC=C1)C(=O)OC)C methyl meta-toluate